FC=1C(=C(C=NC1)NC(\C=C\C1=CC=C2C(=NNC2=C1)C)=O)COC (2E)-N-[5-fluoro-4-(methoxymethyl)pyridin-3-yl]-3-(3-methyl-1H-indazol-6-yl)prop-2-enamide